COC1=CC=2OCC1=C(C2)O 8-Methoxy-2-oxabicyclo[2.2.2]octa-1(6),4,7-trien-5-ol